3-((2S)-3-(8-(3-(1H-pyrazol-4-yl)phenylsulfonyl)-1-oxa-8-azaspiro[4.5]dec-3-ylamino)-2-hydroxypropoxy)-N-methylbenzenesulfonamide N1N=CC(=C1)C=1C=C(C=CC1)S(=O)(=O)N1CCC2(CC(CO2)NC[C@@H](COC=2C=C(C=CC2)S(=O)(=O)NC)O)CC1